CSC=1NC=C(N1)C1=C(C=CC=C1)[N+](=O)[O-] 2-(Methylthio)-4-(2-nitrophenyl)-1H-imidazole